Cl.NC1CCC(CC1)CN1C(\C(\C2=CC(=C(C=C12)C#N)OC)=C/C=1NC(=CC1C)C)=O (Z)-1-(((1r,4r)-4-aminocyclohexyl)methyl)-3-((3,5-dimethyl-1H-pyrrol-2-yl)methylene)-5-methoxy-2-oxoindole-6-carbonitrile hydrochloride